S(=O)(=O)(O)O.C1(=CC=CC=C1)OC=CC1=CC=CC=C1 monostyryl phenyl ether sulfate